C(CCCCCC)(=O)OC=1C2=CC=CC=C2C(=C2C=CC=CC12)OC(CCCCCC)=O 9,10-bis(n-heptanoyloxy)anthracene